C(C#C)OC1=CC=CC2=C1N=C(S2)N2C([C@H]1[C@H]3C=C[C@@H]([C@H]1C2=O)C3)=O (1R,2S,6R,7S)-4-(4-prop-2-ynoxy-1,3-benzothiazol-2-yl)-4-azatricyclo[5.2.1.02,6]dec-8-ene-3,5-dione